azelaoyl dichloride C(CCCCCCCC(=O)Cl)(=O)Cl